2,2,6-trimethylspiro[2.5]oct-4-ene CC1(CC12C=CC(CC2)C)C